1,1-bis(4-hydroxyphenyl)-2-ethylhexane OC1=CC=C(C=C1)C(C(CCCC)CC)C1=CC=C(C=C1)O